2-(4-chloro-5-methyl-6-oxopyridazin-1(6H)-yl)acetic acid ClC=1C=NN(C(C1C)=O)CC(=O)O